C(C1=CC=CC=C1)OC1=C(C(=CC2=C1C(C=C(O2)C2=CC=CC=C2)=O)OCC2=CC=CC=C2)O 5,7-bis(benzyloxy)-6-hydroxy-2-phenyl-4H-benzopyran-4-one